C1(CCC1)C=1C(=NN(C1C1=CC=C(C=C1)OC(F)(F)F)C)NC(=O)[C@H]1C(C1)(F)F (S)-N-(4-cyclobutyl-1-methyl-5-(4-(trifluoromethoxy)phenyl)-1H-pyrazol-3-yl)-2,2-difluorocyclopropane-1-carboxamide